OCCOC1CN(C1)C(=O)OC(C)(C)C tert-Butyl 3-(2-hydroxyethoxy)azetidine-1-carboxylate